C(C=C)(=O)OC1=C(C(=CC=C1)CCO)OC (2-hydroxyethyl)-2-methoxyphenol acrylate